(S)-2-(4-amino-2-ethyl-5-fluorophenyl)-N-(2,2,2-trifluoroethyl)propanamide NC1=CC(=C(C=C1F)[C@@H](C(=O)NCC(F)(F)F)C)CC